Ammonium dihydrogenphosphate-urea Butyl-2-chloro-6-[3-[2-[1-(trifluoromethyl)cyclopropyl]ethoxy]pyrazol-1-yl]pyridine-3-carboxylate C(CCC)OC(=O)C=1C(=NC(=CC1)N1N=C(C=C1)OCCC1(CC1)C(F)(F)F)Cl.NC(=O)N.P(=O)(O)(O)[O-].[NH4+]